4-methyl-2-(4-{[(3R)-1-methylpiperidin-3-yl]amino}phthalazin-1-yl)phenol CC1=CC(=C(C=C1)O)C1=NN=C(C2=CC=CC=C12)N[C@H]1CN(CCC1)C